OC(=O)C(F)(F)F.N1=CC=CC=C1N1OCCC1 Pyridin-6-yl-isoxazolidine TFA salt